CCCCCCCCCCC[C@H](CC(=O)N[C@@H]1[C@H]([C@@H]([C@H](O[C@@H]1OP(=O)(O)O)CO[C@H]2[C@@H]([C@H]([C@@H]([C@H](O2)CO[C@@]3(C[C@H]([C@H]([C@H](O3)[C@@H](CO)O)O)O[C@@]4(C[C@H]([C@H]([C@H](O4)[C@@H](CO)O)O)O[C@@]5(C[C@H]([C@H]([C@H](O5)[C@@H](CO)O)O)O)C(=O)O)C(=O)O)C(=O)O)OP(=O)(O)O)OC(=O)C[C@@H](CCCCCCCCCCC)O)NC(=O)C[C@@H](CCCCCCCCCCC)O)O)OC(=O)C[C@@H](CCCCCCCCCCC)O)O The molecule is lipid IVA glycosylated with three 3-deoxy-D-manno-octulosonic acid (KDO) residues. It is a conjugate acid of a (KDO)3-lipid IVA(7-).